e-2,4-diphenyl-3-(4-fluorophenyl)phenoxycarbonylcyclobutane-1-carboxylic acid C1(=CC=CC=C1)C1=C(OC(=O)C2(CCC2)C(=O)O)C=CC(=C1C1=CC=C(C=C1)F)C1=CC=CC=C1